C1(CC(=O)ON(O)O1)=O 2-(hydroxyimino) malonate